4-(Tosylthio)butyl Benzoate C(C1=CC=CC=C1)(=O)OCCCCSS(=O)(=O)C1=CC=C(C)C=C1